The molecule is a compound comprising six covalently linked L-lysine residues ionically bound to hydrogen bromide. It is a hydrobromide and a poly(amide) macromolecule. [H+].C(CCN)C[C@@H](C(=O)N[C@@H](CCCCN)C(=O)N[C@@H](CCCCN)C(=O)N[C@@H](CCCCN)C(=O)N[C@@H](CCCCN)C(=O)N[C@@H](CCCCN)C(=O)O)N.[Br-]